(S)-quinuclidin-3-yl (5-(4-ethoxyphenyl)-6-fluoro-2,2-dimethyl-2,3-dihydro-1H-inden-1-yl)carbamat C(C)OC1=CC=C(C=C1)C=1C=C2CC(C(C2=CC1F)NC(O[C@@H]1CN2CCC1CC2)=O)(C)C